O=C1NC(CCC1N1C=CC=2C=NC(=CC21)C#CCNC(C2=NC=C(C=C2)C=2N=CC1=C(C=CC=C1C2)C2=CC1=C(N(C(N1C)=O)C)C(=C2)C(C)C)=O)=O N-(3-(1-(2,6-Dioxopiperidin-3-yl)-1H-pyrrolo[3,2-c]pyridin-6-yl)prop-2-yn-1-yl)-5-(8-(7-isopropyl-1,3-dimethyl-2-oxo-2,3-dihydro-1H-benzo[d]imidazol-5-yl)isoquinolin-3-yl)picolinamide